((3aR,4R,6R,6aR)-2,2-dimethyl-6-(4-(tritylamino)-1H-pyrazolo[3,4-d]pyrimidin-1-yl)tetrahydrofuro[3,4-d][1,3]dioxol-4-yl)methyl phosphonate trimethylamine salt CN(C)C.P(OC[C@H]1O[C@H]([C@@H]2OC(O[C@@H]21)(C)C)N2N=CC=1C2=NC=NC1NC(C1=CC=CC=C1)(C1=CC=CC=C1)C1=CC=CC=C1)(O)=O